1'-(2-{[7-(difluoromethyl)-1-[(cis)-3-hydroxy-3-methylcyclobutyl]-1H-1,3-benzodiazol-5-yl]oxy}ethyl)-2-oxo-1,2-dihydrospiro[indole-3,4'-piperidine]-5-carbonitrile FC(C1=CC(=CC2=C1N(C=N2)C2CC(C2)(C)O)OCCN2CCC1(CC2)C(NC2=CC=C(C=C21)C#N)=O)F